C1(=CC=CC=C1)C=1C=C(C2=CC=CC=C2C1)N1[13C](=CC2=CC=CC=C12)C1=CC=C(C=C1)C#CC1=CC=CC=C1 N-(3-phenylnaphthyl)-2-(4-phenylethynyl-phenyl)-indole-13C